5,10,15,20-tetra(4-hydroxyphenyl)-21H,23H-porphine OC1=CC=C(C=C1)C=1C2=CC=C(N2)C(=C2C=CC(C(=C3C=CC(=C(C=4C=CC1N4)C4=CC=C(C=C4)O)N3)C3=CC=C(C=C3)O)=N2)C2=CC=C(C=C2)O